OC=1C=C(C=CC1OC)C1=CC2=C(C=N1)N(C(N2C2=CC(=C(C(=C2)OC)OC)OC)=O)C 6-(3-hydroxy-4-methoxyphenyl)-3-methyl-1-(3,4,5-trimethoxyphenyl)-1,3-dihydro-2H-imidazo[4,5-c]pyridin-2-one